C\C(=C/C(=O)NCCNC(C1=CN=CC=C1)=O)\C=C\C=C(\C=C\C1=C(CCCC1(C)C)C)/C N-(2-((2E,4E,6E,8E)-3,7-dimethyl-9-(2,6,6-trimethylcyclohex-1-en-1-yl)nona-2,4,6,8-tetraenamido)ethyl)nicotinamide